3-((1H-imidazol-1-yl)methyl)-N-(3-(methylsulfonamido)phenyl)piperidine-1-carboxamide N1(C=NC=C1)CC1CN(CCC1)C(=O)NC1=CC(=CC=C1)NS(=O)(=O)C